OC[C@@H]1[C@@H](C1)CCCC(C(=O)OC(C)(C)C)(C)C tert-butyl 5-((1R,2S)-2-(hydroxymethyl) cyclopropyl)-2,2-dimethylpentanoate